ClCC=1N=C2N(C=CC=N2)C1C1=CC=C(C=C1)C(F)(F)F 2-(chloromethyl)-3-(4-(trifluoromethyl)phenyl)imidazo[1,2-a]pyrimidine